O=C1NC(CCC1N1CC2=CC=C(C=C2C1=O)CNC(OCC=1SC2=C(N1)CC(CC2)C)=O)=O (5-methyl-4,5,6,7-tetrahydrobenzo[d]thiazol-2-yl)methyl ((2-(2,6-dioxopiperidin-3-yl)-3-oxoisoindolin-5-yl)methyl)carbamate